N-(2-bromo-4-(perfluoropropane-2-yl)-6-(trifluoromethyl)phenyl)-2-fluoro-3-(((cyclopropanecarbonyl)oxy)(6-fluoropyridine-3-carbonyl)amino)benzamide BrC1=C(C(=CC(=C1)C(C(F)(F)F)(C(F)(F)F)F)C(F)(F)F)NC(C1=C(C(=CC=C1)N(C(=O)C=1C=NC(=CC1)F)OC(=O)C1CC1)F)=O